1-methyl-5-(tetramethyl-1,3,2-dioxaborolan-2-yl)-1H-pyrazole CN1N=CC=C1B1OC(C(O1)(C)C)(C)C